N-[5-[7-[(1S)-2-hydroxy-1-methylethyl]pyrrolo[2,3-d]pyrimidine-5-carbonyl]-3-pyridinyl]-2-[4-(trifluoromethyl)phenyl]acetamide Tungsten [W].OC[C@H](C)N1C=C(C2=C1N=CN=C2)C(=O)C=2C=C(C=NC2)NC(CC2=CC=C(C=C2)C(F)(F)F)=O